4-(trimethylsilyl)-6-(4-(trimethylsilyl)naphthalen-2-yl)pyrimidine C[Si](C1=NC=NC(=C1)C1=CC2=CC=CC=C2C(=C1)[Si](C)(C)C)(C)C